NC1=C(C(=O)NCC2CC2)C=C(C=C1C)C#N 2-amino-5-cyano-N-(cyclopropylmethyl)-3-methylbenzamide